N1CCC(CC1)[C@H]1[C@@H](C1)C(=O)O |r| (±)-trans-2-(piperidin-4-yl)cyclopropanecarboxylic acid